C1(CC1)C1=CC(=NN1)NC(CC=1C=NN(C1)C1=CC(=CC=C1)COC)=O N-(5-cyclopropyl-1H-pyrazol-3-yl)-2-(1-(3-(methoxymethyl)phenyl)-1H-pyrazol-4-yl)acetamide